methyl 2-amino-4-(azidomethyl)-1-(3-methoxy-2,6-dimethylphenyl)-5-methylpyrrolo[2,3-b]pyridine-3-carboxylate NC1=C(C=2C(=NC=C(C2CN=[N+]=[N-])C)N1C1=C(C(=CC=C1C)OC)C)C(=O)OC